ClCOC(=O)OCCOCC(C(=O)OC(C)(C)C)(C)C tert-Butyl 3-(2-{[(chloromethoxy)carbonyl]oxy}ethoxy)-2,2-dimethylpropanoate